5-(2,4-dimethylphenyl)picolinic acid CC1=C(C=CC(=C1)C)C=1C=CC(=NC1)C(=O)O